6-fluoro-5-isopropoxy-3-[2-[(3S)-3-methylpiperazin-1-yl]-4-pyridyl]-1H-indazole FC1=C(C=C2C(=NNC2=C1)C1=CC(=NC=C1)N1C[C@@H](NCC1)C)OC(C)C